tris(N,N'-diisopropylformamidine) yttrium [Y].C(C)(C)NC=NC(C)C.C(C)(C)NC=NC(C)C.C(C)(C)NC=NC(C)C